C(CC(C)CCC=C(C)C)(=O)OC1=CC(C)=CC=C1C(C)C thymyl citronellate